N1=C(C=CC=C1)N1CC2(C1)CN(CC2C(=O)O)C(=O)C2=CN=CS2 2-(pyridin-2-yl)-6-(thiazole-5-carbonyl)-2,6-diazaspiro[3.4]octane-8-carboxylic acid